O1CCOC2=C1C=CC(=C2)\C=C(\C#N)/CC (2E)-2-(2,3-dihydro-1,4-benzodioxin-6-ylmethylene)butanenitrile